C(#N)C1=CC2=CC3=CC=CC=C3C=C2C=C1C#N 2,3-dicyanoanthracene